C(C)(C)(C)OC(=O)N1CC2(CC2)[C@@H]([C@@H]1CC1=C(C(=CC=C1)C1=CC(=CC(=C1)F)F)F)NS(=O)(=O)CF (6S,7S)-6-[[3-(3,5-difluorophenyl)-2-fluoro-phenyl]methyl]-7-(fluoromethylsulfonylamino)-5-azaspiro[2.4]heptane-5-carboxylic acid tert-butyl ester